C(C)(C)(C)OC(=O)NCC1=CC=C(C=C1)N1N=C(C=C1C(=O)OCC)C(F)(F)F ethyl 1-(4-(((tert-butoxycarbonyl) amino) methyl) phenyl)-3-(trifluoromethyl)-1H-pyrazole-5-carboxylate